[Mg+2].C(C)C(C(=O)[O-])CCCC.C(C)C(C(=O)[O-])CCCC 2-ethyl-hexanoic acid magnesium salt